FC=1C=C(C(=O)O)C=CC1O 3-fluoro-4-hydroxy-benzoic acid